Tetraoxacyclododecane O1OOOCCCCCCCC1